ClC1=CC=CC=2N(CNC21)C2CCN(CC2)C(CC=2C=C1C=CC=NC1=CC2)=O 4-chloro-1-(1-(2-(quinolin-6-yl)acetyl)piperidin-4-yl)-1,3-dihydro-2H-benzo[d]imidazole